C(C)(C)(C)NS(=O)(=O)C1=CC(=CC=C1)[N+](=O)[O-] N-(tert-butyl)-3-nitrobenzenesulfonamide